ClC1=NC=CC(=C1C#N)NC=1C=C2C(=CC(N(C2=CC1)C)=O)NC(C)C1=NNC=C1 2-chloro-4-[[1-methyl-2-oxo-4-[1-(1H-pyrazol-3-yl)ethylamino]-6-quinolyl]amino]pyridine-3-carbonitrile